N[C@@H]1CN(C[C@H]1O)C(=O)OC(C)(C)C tert-butyl (trans)-3-amino-4-hydroxypyrrolidine-1-carboxylate